1-p-menthene-6,8-diol C1(=CCC(CC1O)C(C)(C)O)C